bis(1-methylethyl) 1,3-dithiolan-2-ylidenepropanedioate S1C(SCC1)=C(C(=O)OC(C)C)C(=O)OC(C)C